(2-Ethyl-6-iodo-imidazo[1,2-a]pyridin-3-yl)-methyl-[4-(4-trifluoromethoxy-phenyl)-thiazol-2-yl]-amine C(C)C=1N=C2N(C=C(C=C2)I)C1N(C=1SC=C(N1)C1=CC=C(C=C1)OC(F)(F)F)C